N-(1-fluoro-3-hydroxypropan-2-yl)-5-(4-(trifluoromethyl)phenyl)-2-naphthamide FCC(CO)NC(=O)C1=CC2=CC=CC(=C2C=C1)C1=CC=C(C=C1)C(F)(F)F